C(C)OC(=O)C=1C=NN(C1CC)CC1=CC=CC=C1.ClC=1C=C(C=C(C1)OC)N(C(=O)C=1N=C(SC1)C#C)[C@H]1CN(CCC1)CC(F)(F)F (R)-N-(3-Chloro-5-methoxyphenyl)-2-ethynyl-N-(1-(2,2,2-trifluoroethyl)piperidin-3-yl)thiazole-4-carboxamide ethyl-1-benzyl-5-ethyl-1H-pyrazole-4-carboxylate